(1R,4R)-2-[(4R)-4-[3-(1-fluoro-8-{4-fluoro-2-[(3R)-3-methylmorpholine-4-carbonyl]phenyl}-3-methylimidazo[1,5-a]pyridin-6-yl)azetidin-1-yl]-5-methylhexyl]-2,5-diazabicyclo[2.2.1]heptane FC=1N=C(N2C1C(=CC(=C2)C2CN(C2)[C@H](CCCN2[C@H]1CN[C@@H](C2)C1)C(C)C)C1=C(C=C(C=C1)F)C(=O)N1[C@@H](COCC1)C)C